4-(ethoxymethyl)-2,6-dimethoxybenzonitrile C(C)OCC1=CC(=C(C#N)C(=C1)OC)OC